8-Bromo-6,9-difluoro-1,1-dimethyl-1,3,4,5-tetrahydropyrano[4,3-b]indole BrC1=C(C=2C3=C(NC2C(=C1)F)CCOC3(C)C)F